6-({3-Chloro-7H-pyrrolo[2,3-c]pyridazin-7-yl}methyl)-2-azaspiro[3.3]heptane ClC1=CC2=C(N=N1)N(C=C2)CC2CC1(CNC1)C2